O[C@@](CCC=1C(C(=C(C(C1C)=O)C)C)=O)(CC\C=C(\CC\C=C(\CCC=C(C)C)/C)/C)C 2-((R,6E,10E)-3-hydroxy-3,7,11,15-tetramethylhexadeca-6,10,14-trien-1-yl)-3,5,6-trimethylcyclohexa-2,5-diene-1,4-dione